3-(thiazol-2-yl)propionic acid ethyl ester C(C)OC(CCC=1SC=CN1)=O